ClC=1C=CC2=C([C@@H](C[C@@H](O2)C(=O)NC23COC(CC2)(CC3)C(N[C@@H]3C[C@@H](C3)OC(F)(F)F)=O)O)C1 (2R,4R)-6-chloro-4-hydroxy-N-(1-{[cis-3-(trifluoromethoxy)cyclobutyl]carbamoyl}-2-oxabicyclo[2.2.2]octan-4-yl)-3,4-dihydro-2H-1-benzopyran-2-carboxamide